(R)-4-chloro-5-(3-((4-(1-((3-ethyloxetan-3-yl)methyl)-3,5-dimethyl-1H-pyrazol-4-yl)pyridin-2-yl)oxy)pyrrolidin-1-yl)pyridazin-3(2H)-one ClC=1C(NN=CC1N1C[C@@H](CC1)OC1=NC=CC(=C1)C=1C(=NN(C1C)CC1(COC1)CC)C)=O